FC1=CC=CC=2N=C(OC21)[C@H]2N(CCC1=C2N=CN1)C(=O)C1=C(N=C(O1)C=1C=NN(C1)C)C (S)-(4-(7-fluorobenzo[d]oxazol-2-yl)-6,7-dihydro-1H-imidazo[4,5-c]pyridin-5(4H)-yl)(4-methyl-2-(1-methyl-1H-pyrazol-4-yl)oxazol-5-yl)methanone